BrCC(=O)N=C=O 2-bromoacetyl isocyanate